2-cyclobutyl-N-[3-(5-fluoropyridin-2-yl)-4-methylphenyl]acetamide C1(CCC1)CC(=O)NC1=CC(=C(C=C1)C)C1=NC=C(C=C1)F